tert-Butyl 6-(1,4-oxazepan-4-yl)quinoline-4-carboxylate O1CCN(CCC1)C=1C=C2C(=CC=NC2=CC1)C(=O)OC(C)(C)C